tert-butyl 9-[(4S)-1-benzyl-3,3-difluoropiperidin-4-yl]-3,9-diazaspiro[5.5]undecane-3-carboxylate C(C1=CC=CC=C1)N1CC([C@H](CC1)N1CCC2(CCN(CC2)C(=O)OC(C)(C)C)CC1)(F)F